C(C(=C)C)(=O)NCCC(CCCP(OCC)([O-])=O)(C)C 4-methacrylamidoethyl-4-methyl-pentylphosphonic acid, ethyl ester